2-(cyclopentylsulfanyl)-1-(piperazin-1-yl)ethanone C1(CCCC1)SCC(=O)N1CCNCC1